(R)-4-(((1r,3R)-3-(hydroxymethyl)cyclobutyl)amino)-2-(4-(oxazol-2-yl)phenyl)-6,7-dihydrothieno[3,2-d]pyrimidine 5-oxide OCC1CC(C1)NC=1C2=C(N=C(N1)C1=CC=C(C=C1)C=1OC=CN1)CC[S@]2=O